C12CC(CC(CC1)O2)C=O 8-oxabicyclo[3.2.1]octane-3-carbaldehyde